N6-(2-methoxy-4-morpholinophenyl)-3-(1-methyl-1H-1,2,3-triazol-4-yl)-N4-(tetrahydro-2H-pyran-4-yl)-1H-pyrazolo[3,4-d]pyrimidine-4,6-diamine COC1=C(C=CC(=C1)N1CCOCC1)NC1=NC(=C2C(=N1)NN=C2C=2N=NN(C2)C)NC2CCOCC2